BrC1=CN(C=2N=CN=C(C21)N(C(OC(C)(C)C)=O)C(=O)OC(C)(C)C)[C@@H]2O[C@@H]([C@H](C2)O[Si](C)(C)C(C)(C)C)C=C tert-butyl N-[5-bromo-7-[(2R,4S,5R)-4-[tert-butyl(dimethyl)silyl]oxy-5-vinyl-tetrahydrofuran-2-yl]pyrrolo[2,3-d]pyrimidin-4-yl]-N-tert-butoxycarbonyl-carbamate